[Sb]1=CC=CC=C1 antimonine